C(C)(C)(C)C1=CC=C(C=C1)C=1NC2=C(N1)C=CC=C2 2-(4-tert-butylphenyl)-benzimidazole